C(CCC)C(=S)SSC(=S)CCCC di(butylthiocarbonyl) disulfide